NC1=NC=C(C2=C1C=NN2)NC(=O)C(=O)N(C)CC2=C(C=C(C=C2F)C(F)(F)F)F N-(4-amino-1H-pyrazolo[4,3-c]pyridin-7-yl)-N'-[[2,6-difluoro-4-(trifluoromethyl)phenyl]methyl]-N'-methyl-oxamide